C(=O)(OCC1C2=CC=CC=C2C2=CC=CC=C12)N1[C@@H](CSC1)C(=O)O Fmoc-L-thioproline